BrC1=CC(=C2C(=NC=NC2=C1)NC=1C(=C2C=CC=NC2=CC1)F)O[C@H]1[C@@H](CN(CC1)C(=O)OC(C)(C)C)F |r| trans-rac-tert-butyl 4-((7-bromo-4-((5-fluoroquinolin-6-yl)amino)quinazolin-5-yl)oxy)-3-fluoropiperidine-1-carboxylate